FC=1C(=CC(=C(C1)NC1=NC=C(C(=N1)OC1=C2C(N(C3(C2=CC=C1)CC3)C)=O)C(F)(F)F)OC)N3CCC(CC3)N3CCN(CC3)C 4'-((2-((5-fluoro-2-methoxy-4-(4-(4-methylpiperazin-1-yl)piperidin-1-yl)phenyl)amino)-5-(trifluoromethyl)pyrimidin-4-yl)oxy)-2'-methylspiro[cyclopropane-1,1'-isoindolin]-3'-one